2-phenoxy-3-(4-(trifluoromethyl)benzyl)naphthalene-1,4-dione O(C1=CC=CC=C1)C=1C(C2=CC=CC=C2C(C1CC1=CC=C(C=C1)C(F)(F)F)=O)=O